O=C(C(=O)NC=1C2=C(C=NC1)C=NN2)N2[C@H](CC[C@@H](C2)C)C2=CC(=CC=C2)OCCN(C)C 2-oxo-N-(1H-pyrazolo[4,3-c]pyridin-7-yl)-2-[(2R,5S)-2-[3-[2-(dimethylamino)ethoxy]phenyl]-5-methyl-1-piperidyl]acetamide